C12(CC3CC(CC(C1)C3)C2)NCC2=CC=C(CCC3=C1CN(C(C1=CC=C3)=O)C3C(NC(CC3)=O)=O)C=C2 3-(4-(4-(((adamantan-1-yl)amino)methyl)phenethyl)-1-oxoisoindolin-2-yl)piperidine-2,6-dione